N1(CCNCC1)C=1C=CC=2N(C1)C=CN2 6-(piperazin-1-yl)imidazo[1,2-a]pyridine